O(C1[C@@H](O)[C@@H](O)[C@H](O)[C@H](O1)CO)C1=C(C=CC=C1)N aminophenyl mannopyranoside